2-amino-N-isopropyl-5-(4-(2-(4-methoxyphenyl)acetamido)-2-methylphenyl)nicotinamide NC1=C(C(=O)NC(C)C)C=C(C=N1)C1=C(C=C(C=C1)NC(CC1=CC=C(C=C1)OC)=O)C